4-{4-[(8-Hydroxyoctyl)oxy]phenyl}cyclohexane-1-carboxylic acid methyl ester COC(=O)C1CCC(CC1)C1=CC=C(C=C1)OCCCCCCCCO